1-[(5-{3-[1-(4-amino-3-methyl-1H-pyrazolo[3,4-d]pyrimidin-1-yl)ethyl]-5-chloro-2-methoxy-6-methylphenyl}pyridin-3-yl)carbonyl]piperidin NC1=C2C(=NC=N1)N(N=C2C)C(C)C=2C(=C(C(=C(C2)Cl)C)C=2C=C(C=NC2)C(=O)N2CCCCC2)OC